O.O.C(CC(O)(C(=O)[O-])CC(=O)[O-])(=O)[O-].[Na+].[Na+].[Na+] Tri-Sodium Citrate Di-hydrate